Diethyl (3-(3-(tert-butyl)-7-chloro-6-(3-methoxypropoxy)-1,2,3,4-tetrahydroisoquinolin-1-yl)-2-oxopropyl)phosphonate C(C)(C)(C)C1NC(C2=CC(=C(C=C2C1)OCCCOC)Cl)CC(CP(OCC)(OCC)=O)=O